OC1=CC=C(C=C1)C\C=C\C1=CC(=C(C=C1)OCC(C)C)OC (E)-1-(4-Hydroxyphenyl)-3-[3-methoxy-4-(2-methylpropoxy)phenyl]prop-2-en